[Si]([O-])([O-])([O-])[O-].[Ti+4].[Al+3] Aluminum Titanium Silicate